N1=CNC2=NC(=CC=C21)N2C(CCC2)C=2C(=NC=C(C2)F)C#C[C@@H](C)NC(OCC2=CC=CC=C2)=O Benzyl ((2R)-4-(3-(1-(3H-imidazo[4,5-b]pyridin-5-yl)pyrrolidin-2-yl)-5-fluoropyridin-2-yl)-but-3-yn-2-yl)carbamate